5-(cyanomethyl)-4-(4-methoxybenzyl)piperazine-1,2-dicarboxylic acid 1-(tert-butyl) 2-methyl ester COC(=O)C1N(CC(N(C1)CC1=CC=C(C=C1)OC)CC#N)C(=O)OC(C)(C)C